1-[difluoro(trifluoromethoxy)methoxy]-1,1,2,2-tetrafluoro-2-methoxyethane FC(OC(C(OC)(F)F)(F)F)(OC(F)(F)F)F